(R)-N-(3-(N-(tert-butyl)sulfamoyl)phenyl)-6-(1,2-dihydroxypropan-2-yl)-2-(6-azaspiro[2.5]oct-6-yl)nicotinamide C(C)(C)(C)NS(=O)(=O)C=1C=C(C=CC1)NC(C1=C(N=C(C=C1)[C@@](CO)(C)O)N1CCC2(CC2)CC1)=O